OC1CN(C1)[C@H]1CCC2=C(NC1=O)N=CC(=C2)/C=C/C(=O)N(CC=2OC1=C(C2C)C=CC=C1)C (S,E)-3-(7-(3-hydroxyazetidin-1-yl)-8-oxo-6,7,8,9-tetrahydro-5H-pyrido[2,3-b]azepin-3-yl)-N-methyl-N-((3-methylbenzofuran-2-yl)methyl)acrylamide